tert-Butyl 3-(4-(6-chloro-4-oxo-3,4-dihydro-7H-pyrrolo[2,3-d]pyrimidin-7-yl)phenyl)octahydro-4H-benzo[b][1,4]oxazine-4-carboxylate ClC1=CC2=C(N=CNC2=O)N1C1=CC=C(C=C1)C1N(C2C(OC1)CCCC2)C(=O)OC(C)(C)C